3,4-difluoro-phenol FC=1C=C(C=CC1F)O